FC1=CC(=C(C=C1NC(=O)C1=NC=CC(=C1)C(F)(F)F)B(O)O)C (4-fluoro-2-methyl-5-(4-(trifluoromethyl)pyridinamido)phenyl)boronic acid